2-(4-chlorophenyl)dibenzo[f,h]quinoxaline ClC1=CC=C(C=C1)C1=NC2=C3C(=C4C(=C2N=C1)C=CC=C4)C=CC=C3